OC1=C(C(/C=C/C2=CC(=C(C(=C2)OC)OC)OC)=O)C=CC(=C1OC)OC 2'-hydroxy-3,4,5,3',4'-pentamethoxychalcone